[N-](S(=O)(=O)C(F)(F)F)S(=O)(=O)C(F)(F)F.C[N+]1(CCCCC1)CCC N-methyl-1-propylpiperidinium bis(trifluoromethylsulfonyl)imide salt